3-(hydroxymethyl)-N-[4-[[4-[[2-(6-methyl-2-pyridyl)pyrimidin-4-yl]amino]pyrimidin-2-yl]amino]-2-thienyl]azetidine-3-carboxamide OCC1(CNC1)C(=O)NC=1SC=C(C1)NC1=NC=CC(=N1)NC1=NC(=NC=C1)C1=NC(=CC=C1)C